COC(=O)C1CCC(CC1)C(C)(C)NC[C@H](O)C=1C=NC=C(C1)F (1S,4s)-4-(2-(((R)-2-(5-fluoropyridin-3-yl)-2-hydroxyethyl)amino)propan-2-yl)cyclohexane-1-carboxylic acid methyl ester